dibenzo[b,d]furan-2-yl-dimethyl-sulfonium triflate [O-]S(=O)(=O)C(F)(F)F.C1=C(C=CC=2OC3=C(C21)C=CC=C3)[S+](C)C